1-carbonyl-2-(6-(((1S,3S)-3-((7-(trifluoromethyl)-[1,2,4]triazolo[1,5-a]pyridin-2-yl)amino)cyclopentyl)amino)pyridin-3-yl)-2,3-dihydro-1H-pyrrolo[3,4-c]pyridine-6-carbonitrile C(=O)=C1N(CC=2C=NC(=CC21)C#N)C=2C=NC(=CC2)N[C@@H]2C[C@H](CC2)NC2=NN1C(C=C(C=C1)C(F)(F)F)=N2